C12(CC3CC(CC(C1)C3)C2)NC(=O)C=2C(=NN(C2)C)NC2=CC(=C(C=C2)OC2=CC=NC3=CC(=C(C=C23)OC)OC)F N-(adamantan-1-yl)-3-((4-((6,7-dimethoxyquinolin-4-yl)oxy)-3-fluorophenyl)amino)-1-methyl-1H-pyrazole-4-carboxamide